(tert-butyl 1-(2-(3-(cyclopropylmethoxy)-4-(difluoromethoxy) phenyl)-4-((2-ethoxy-3-fluorobenzamido) methyl) oxazol-5-yl) ethyl) carbamate C(N)(OC(CC(C)(C)C)C1=C(N=C(O1)C1=CC(=C(C=C1)OC(F)F)OCC1CC1)CNC(C1=C(C(=CC=C1)F)OCC)=O)=O